ClC1=CC=C(C=C1)C=1N=C2N(C=CC=N2)C1CN1CC2CC(CC(CC1)N2C(=O)C2=NC(=CC=C2)OC)=O [3-{[2-(4-chlorophenyl)imidazo[1,2-a]pyrimidin-3-yl]methyl}-8-oxo-3,10-diazabicyclo[4.3.1]dec-10-yl](6-methoxypyridin-2-yl)methanone